2-(4-cyclopropyl-6-methoxypyrimidin-5-yl)-8-((4-(1-methyl-4-(trifluoromethyl)-1H-imidazol-2-yl)bicyclo[2.2.2]octan-1-yl)methyl)pyrido[2,3-d]pyrimidin-7(8H)-one C1(CC1)C1=NC=NC(=C1C=1N=CC2=C(N1)N(C(C=C2)=O)CC21CCC(CC2)(CC1)C=1N(C=C(N1)C(F)(F)F)C)OC